tert-Butyl 2-(((2-(6-chloro-1-(tetrahydro-2H-pyran-2-yl)-4-(4,4,5,5-tetramethyl-1,3,2-dioxaborolan-2-yl)-1H-indazol-5-yl)ethoxy)carbonyl)oxy)-6-azaspiro[3.5]nonane-6-carboxylate ClC1=C(C(=C2C=NN(C2=C1)C1OCCCC1)B1OC(C(O1)(C)C)(C)C)CCOC(=O)OC1CC2(C1)CN(CCC2)C(=O)OC(C)(C)C